(6S,9R)-N-(3-chloro-4-(trifluoromethoxy)phenyl)-3-oxo-3,5,6,7,8,9-hexahydro-2H-6,9-methanocyclohepta[c]pyridine-10-carboxamide ClC=1C=C(C=CC1OC(F)(F)F)NC(=O)C1[C@@H]2CC=3C(=CNC(C3)=O)[C@@H]1CC2